Isopropyl-2-O-p-methoxybenzyl-3,4-di-O-benzyl-6-levulinyl-β-D-galactopyranose C(C)(C)[C@]1(O)[C@H](OCC2=CC=C(C=C2)OC)[C@@H](OCC2=CC=CC=C2)[C@@H](OCC2=CC=CC=C2)[C@H](O1)C(O)C(CCC(=O)C)=O